C(C)(C)(C)OC=1C(=C(C=CC1C)C)OC(C)(C)C di-tert-butoxy-para-xylene